ClC=1N=C(C2=C(N1)NC=C2Cl)NC2CC2 2,5-dichloro-N-cyclopropyl-7H-pyrrolo[2,3-d]pyrimidin-4-amine